methyl (5S,8S,10aR)-3-acetyl-5-[(tert-butoxycarbonyl)amino]-6-oxo-octahydropyrrolo[1,2-a][1,5]diazocine-8-carboxylate C(C)(=O)N1CC[C@@H]2N(C([C@H](C1)NC(=O)OC(C)(C)C)=O)[C@@H](CC2)C(=O)OC